(R)-2,6-diamino-9-(1-(3-chloroacryloyl)piperidin-3-yl)-7-(4-phenoxyphenyl)-7,9-dihydro-8H-purin-8-one NC1=NC(=C2N(C(N(C2=N1)[C@H]1CN(CCC1)C(C=CCl)=O)=O)C1=CC=C(C=C1)OC1=CC=CC=C1)N